Cl.CC1=CC=C(C=C1)C1=NN2C(CNCC2)=C1C1=CC=NC=C1 2-(4-methylphenyl)-3-(pyridin-4-yl)-4,5,6,7-tetrahydropyrazolo[1,5-a]pyrazine hydrogen chloride